OC1CCN(CC1)C(=O)C1=CC=C(C=N1)NC(O[C@H](C)[C@H](C)OC1=C(C=C2C(=N1)SC(=N2)C2=C1N=CC(=NC1=CC(=C2)C)OC)F)=O (2R,3S)-3-((6-fluoro-2-(2-methoxy-7-methylquinoxalin-5-yl)thiazolo[5,4-b]pyridin-5-yl) oxy)butan-2-yl (6-(4-hydroxypiperidine-1-carbonyl)pyridin-3-yl)carbamate